NC1=NC=2C=NC(=CC2C2=C1COC2)C(=O)N2[C@@H](COCC2)C2=NC=C(N=C2)C(F)(F)F (4-amino-1,3-dihydrofuro[3,4-c][1,7]naphthyridin-8-yl)-[(3R)-3-[5-(trifluoromethyl)pyrazin-2-yl]morpholin-4-yl]methanone